5-(5-cyclopropyl-1,2,4-oxadiazol-3-yl)-3-(ethylsulfanyl)pyridine-2-carboxylate C1(CC1)C1=NC(=NO1)C=1C=C(C(=NC1)C(=O)[O-])SCC